ClC1=CC(=C(S1)C1=CC=C(C(=N1)C)O[C@@H]1C[C@H](CCC1)C(=O)OC)C=O methyl (1S,3S)-3-((6-(5-chloro-3-formylthiophen-2-yl)-2-methylpyridin-3-yl)oxy)cyclohexane-1-carboxylate